2-ethyl-benzyl butyrate C(CCC)(=O)OCC1=C(C=CC=C1)CC